ClC1=CC=C(CN2C=CC3=C(C=C(C=C23)F)CO)C=C1 (1-(4-chlorobenzyl)-6-fluoro-1H-indol-4-yl)methanol